(R*)-(7-fluorospiro[chromane-2,1'-cyclobutan]-4-yl)methane-sulfonamide FC1=CC=C2[C@@H](CC3(CCC3)OC2=C1)CS(=O)(=O)N |o1:5|